N1(N=NC=C1)[C@@H]1C[C@H](NC1)C(=O)O (2S,4R)-4-(triazol-1-yl)-pyrrolidine-2-carboxylic acid